COC(C1=CC(=C(C(=C1)F)F)Br)=O.COC1CN(C1)C=1C=CC2=C(N=C(O2)C2=C3C=C(N=CC3=C(N=C2)NC([2H])([2H])[2H])C2(CC2)C(=O)N)C1 (5-(5-(3-methoxyazetidin-1-yl)benzo[d]oxazol-2-yl)-8-((methyl-d3)amino)-2,7-naphthyridin-3-yl)cyclopropanecarboxamide methyl-3-bromo-4,5-difluoro-benzoate